OC1=C(C(=O)O)C=C(C=C1)C=1OC(=CC1)\C=C\C(=O)C1=CC=C(C=C1)I (E)-2-Hydroxy-5-(5-(3-(4-iodophenyl)-3-oxoprop-1-en-1-yl)furan-2-yl)benzoic acid